benzyl 4-[4-[3-(2-hydroxyphenyl)-9H-pyridazino[3,4-b]indol-6-yl]-3,6-dihydro-2H-pyridin-1-yl]piperidine-1-carboxylate OC1=C(C=CC=C1)C1=CC2=C(NC3=CC=C(C=C23)C=2CCN(CC2)C2CCN(CC2)C(=O)OCC2=CC=CC=C2)N=N1